2,4-dichloro-6-methyl-7-toluenesulfonyl-7h-pyrrolo[2,3-d]pyrimidine ClC=1N=C(C2=C(N1)N(C(=C2)C)S(=O)(=O)CC2=CC=CC=C2)Cl